3-Ethyl-3-hydroxymethyloxetan C(C)C1(COC1)CO